ClC1=NC=C(C(=C1)C1=C(C=NC(=C1)C)C(=O)NC=1SC2=C(N1)CN(C2)C(=O)C2=NC(=NC=C2)OC)OC 2'-chloro-5'-methoxy-N-(5-(2-methoxy-pyrimidine-4-carbonyl)-5,6-dihydro-4H-pyrrolo[3,4-d]thiazol-2-yl)-6-methyl-[4,4'-bipyridine]-3-carboxamide